(4-(5-(3,5-dichlorophenyl)-5-(trifluoromethyl)-4,5-dihydroisoxazol-3-yl)phenyl)(6-fluoro-1H-indol-1-yl)methanone ClC=1C=C(C=C(C1)Cl)C1(CC(=NO1)C1=CC=C(C=C1)C(=O)N1C=CC2=CC=C(C=C12)F)C(F)(F)F